FC(CN1N=CC2=CC=C(C=C12)COC1=CC=CC(=N1)C1CCN(CC1)[C@@H](C)C1=NC=2C(=NC=CC2)N1C[C@H]1OCC1)F 2-((S)-1-(4-(6-((1-(2,2-difluoroethyl)-1H-indazol-6-yl)methoxy)pyridine-2-yl)piperidin-1-yl)ethyl)-3-(((S)-oxetan-2-yl)methyl)-3H-imidazo[4,5-b]pyridine